2-((S)-4-(4-chlorophenyl)-2,3,9-trimethyl-6H-thieno[3,2-f][1,2,4]triazolo[4,3-a][1,4]diazepin-6-yl)-N-((2-(2,6-dioxopiperidin-3-yl)-6-fluoro-1-oxoisoindolin-5-yl)methyl)acetamide ClC1=CC=C(C=C1)C1=N[C@H](C=2N(C3=C1C(=C(S3)C)C)C(=NN2)C)CC(=O)NCC=2C=C3CN(C(C3=CC2F)=O)C2C(NC(CC2)=O)=O